3-(5-(2H-1,2,3-triazol-2-yl)pyrid-2-yl)-5-(bromomethyl)-1-(2,6-difluorobenzyl)-6-(4-nitrophenyl)thieno[2,3-d]pyrimidine-2,4(1H,3H)-dione N=1N(N=CC1)C=1C=CC(=NC1)N1C(N(C2=C(C1=O)C(=C(S2)C2=CC=C(C=C2)[N+](=O)[O-])CBr)CC2=C(C=CC=C2F)F)=O